1-[4-(adamantan-1-yl)phenoxy]-3-(4-ethylpiperazin-1-yl)propan-2-ol C12(CC3CC(CC(C1)C3)C2)C2=CC=C(OCC(CN3CCN(CC3)CC)O)C=C2